1-(1-(azetidin-3-yl)piperidin-4-yl)-3-(4-(4-morpholino-7H-pyrrolo[2,3-d]pyrimidin-6-yl)phenyl)urea N1CC(C1)N1CCC(CC1)NC(=O)NC1=CC=C(C=C1)C1=CC2=C(N=CN=C2N2CCOCC2)N1